CC(CN)(CCCCCN)C 2,2-dimethylheptane-1,7-diamine